4-(5-fluoro-2-methylpyridin-3-yl)-2-hydroxycyclohepta-2,4,6-trien-1-one FC=1C=C(C(=NC1)C)C=1C=C(C(C=CC1)=O)O